NC1=NC(=C(C(=C1C#N)C1=CC=C(C=C1)OCCN)C#N)SCC=1C=NC=CC1 2-amino-4-(4-(2-aminoethoxy)phenyl)-6-((pyridin-3-ylmethyl)thio)pyridine-3,5-dicarbonitrile